ClC=1C(=NC(=NC1)N[C@H]1[C@H](C=2N(CC1)N=C(C2)COC)O)C=2C=C(C1=C(N(C(=N1)C)C(C)C)C2)F (4R,5R)-5-((5-chloro-4-(4-fluoro-1-isopropyl-2-methyl-1H-benzo[d]imidazol-6-yl)pyrimidin-2-yl)amino)-2-(methoxymethyl)-4,5,6,7-tetrahydropyrazolo[1,5-a]pyridin-4-ol